(3R)-3-{[2-(2-methylthiophene-3-yl)[1,2,4]triazolo[1,5-c]quinazolin-5-yl]amino}azepan-2-one CC=1SC=CC1C1=NN2C(=NC=3C=CC=CC3C2=N1)N[C@H]1C(NCCCC1)=O